p-methoxycinnamic acid diethanolamine salt N(CCO)CCO.COC1=CC=C(C=CC(=O)O)C=C1